(R)-3-(1-aminoethyl)pyridin-2-amine N[C@H](C)C=1C(=NC=CC1)N